C1(=CC=CC=C1)C1(C(C=NC=C1)N)N 4-phenylpyridine-3,4-diamine